C1(CC1)C=1N=NN(C1)[C@H](C(=O)N1[C@@H](C[C@H](C1)O)C(=O)NCC1=CC(=NS1)C1=CC=CC=C1)C(C)(C)C (2S,4R)-1-[(2S)-2-(4-cyclopropyltriazol-1-yl)-3,3-dimethyl-butanoyl]-4-hydroxy-N-[(3-phenylisothiazol-5-yl)methyl]pyrrolidine-2-carboxamide